C1NCC12CC(C2)C(=C)C=2N=CC(=NC2)C2=C(C=C(C=C2)N2C=NC=C2)O 2-(5-(1-(2-azaspiro[3.3]hept-6-yl)vinyl)pyrazin-2-yl)-5-(1H-imidazol-1-yl)phenol